trans-3-hydroxy-1-methyl-N-(5-((4-(trifluoromethyl)benzyl)oxy)-1H-indol-3-yl)cyclobutane-1-carboxamide OC1CC(C1)(C(=O)NC1=CNC2=CC=C(C=C12)OCC1=CC=C(C=C1)C(F)(F)F)C